(cyclohexylamino)-3-((2-isopropyl-6-methoxy-1,2,3,4-tetrahydroisoquinolin-7-yl)amino)-1,2,4-triazine-6-carboxamide C1(CCCCC1)NC=1N=C(N=NC1C(=O)N)NC1=C(C=C2CCN(CC2=C1)C(C)C)OC